COC=1C=C2CCN(CC2=CC1NC1=NC=C2C(=N1)N(N=C2)C[C@@H]2[C@@H](C2)CO)C (cis-2-((6-((6-methoxy-2-methyl-1,2,3,4-tetrahydroisoquinolin-7-yl)amino)-1H-pyrazolo[3,4-d]pyrimidin-1-yl)methyl)cyclopropyl)methanol